Racemic-2-Bromobutanoic Acid Br[C@@H](C(=O)O)CC |r|